CN1C(=NC=C1C(=O)OC(C)(C)C)CN1C[C@H](CC1)N1C(N(C=2C1=NC=CC2)C2=CC=C(C=C2)OC2=CC=CC=C2)=O tert-Butyl (S)-1-methyl-2-((3-(2-oxo-1-(4-phenoxyphenyl)-1,2-dihydro-3H-imidazo[4,5-b]pyridin-3-yl)pyrrolidin-1-yl)methyl)-1H-imidazole-5-carboxylate